CS=NS(=O)(=O)C1=CC=C(C=C1)NCC#C N-(methylsulfaneylidene)-4-(prop-2-yn-1-ylamino)benzenesulfonamide